methyl (R)-2'-oxo-1,3-dihydrospiro[indene-2,3'-pyrrolidine]-5-carboxylate O=C1NCC[C@]12CC1=CC=C(C=C1C2)C(=O)OC